COC=1N=C(N(N1)C1=NC=CC=N1)C(C)N 1-(5-methoxy-2-pyrimidin-2-yl-1,2,4-triazol-3-yl)ethanamine